[Co].[Co].[Co].[Co].[Co].[Pr] praseodymium pentacobalt